1,2,2,6,6-pentamethyl-4-hydroxypiperidine CN1C(CC(CC1(C)C)O)(C)C